2-chloro-N-piperidin-3-yl-4-[[3-[3-(trifluoromethyl)-1H-pyrazol-4-yl]imidazo[1,2-a]pyrazin-8-yl]amino]benzamide ClC1=C(C(=O)NC2CNCCC2)C=CC(=C1)NC=1C=2N(C=CN1)C(=CN2)C=2C(=NNC2)C(F)(F)F